(4-{[2-(acetamido)pyridin-4-yl]oxy}-3-fluorophenyl)-1-(4-methoxyphenyl)-1H-imidazole-4-carboxamide C(C)(=O)NC1=NC=CC(=C1)OC1=C(C=C(C=C1)C=1N(C=C(N1)C(=O)N)C1=CC=C(C=C1)OC)F